3-(3-chlorophenoxy)-N-{(2RS)-1-(2,4-dimethylphenyl)-3-[(1,3-dioxo-1,3-dihydro-2H-isoindol-2-yl)oxy]propan-2-yl}cinnoline-4-carboxamide ClC=1C=C(OC=2N=NC3=CC=CC=C3C2C(=O)N[C@H](CC2=C(C=C(C=C2)C)C)CON2C(C3=CC=CC=C3C2=O)=O)C=CC1 |r|